BrC1C2(C3=CC=CC=C3C1=O)CC2 bromospiro[cyclopropane-1,1'-indene]-3'(2'H)-one